C(C=C)(=O)N1[C@@H](C[C@H](CC1)N1N=NC=2C(=NC=3C(=C(C(=CC3C21)Cl)C2=CC=C(C=C2)F)F)N2CC(C2)(C)N(C)C)CC#N ((2S,4S)-1-acryloyl-4-(8-chloro-4-(3-(dimethylamino)-3-methylazetidin-1-yl)-6-fluoro-7-(4-fluorophenyl)-1H-[1,2,3]triazolo[4,5-c]quinolin-1-yl)piperidin-2-yl)acetonitrile